FC(C(=O)O)(F)F.COC(CC1CNC1)=O 2-(azetidin-3-yl)acetic acid methyl ester trifluoroacetate